CC=1C=C(C=CC1C(=O)O)C1=CC=C(C=C1)C1=CC=CC=C1 3-methyl-[1,1':4',1''-terphenyl]-4-formic acid